trans-2-hexenyl acetate (Trans-2-hexenyl acetate) C(=C\CCCC)/CC(=O)O.C(C)(=O)OC\C=C\CCC